FC(C1=C(C=NN1C)C1=NC(=CC(=N1)N1CC2(C=3C=NC(=CC31)NC(C)=O)CC2)C)F N-(1'-(2-(5-(difluoromethyl)-1-methyl-1H-pyrazol-4-yl)-6-methylpyrimidin-4-yl)-1',2'-dihydrospiro[cyclopropane-1,3'-pyrrolo[3,2-c]pyridin]-6'-yl)acetamide